((6-amino-5-methylpyridin-3-yl)amino)-1-((2r,5s)-2-(benzo[d]thiazol-5-yl)-5-methylpiperidin-1-yl)ethan-1-one NC1=C(C=C(C=N1)NCC(=O)N1[C@H](CC[C@@H](C1)C)C=1C=CC2=C(N=CS2)C1)C